2-(2-chloro-4-(trifluoromethyl)phenoxy)-1-(2-fluoro-4-(5-(trifluoromethyl)-1,2,4-oxadiazol-3-yl)phenyl)ethan-1-one ClC1=C(OCC(=O)C2=C(C=C(C=C2)C2=NOC(=N2)C(F)(F)F)F)C=CC(=C1)C(F)(F)F